FC=1C(=CC(=C(C1)NC(OC(C)(C)C)=O)C)C=O tert-butyl (5-fluoro-4-formyl-2-methylphenyl)carbamate